1-(2-(4-(2-(2,6-dimethylpyridin-4-yl)-3-isopropyl-1H-indol-5-yl)piperidin-1-yl)-2-oxoethyl)pyrrolidin-2-one CC1=NC(=CC(=C1)C=1NC2=CC=C(C=C2C1C(C)C)C1CCN(CC1)C(CN1C(CCC1)=O)=O)C